ClC1=NC2=CN=C(C=C2C(=C1C#N)N1CCC(CC1)(C)OC)C1CC1 chloro-6-cyclopropyl-4-(4-methoxy-4-methylpiperidin-1-yl)-1,7-naphthyridine-3-carbonitrile